O6-[4-(3-pyridinyl)-4-hydroxybut-1-yl]-2'-deoxyguanosine N1=CC(=CC=C1)C(CCCOC=1C=2N=CN([C@H]3C[C@H](O)[C@@H](CO)O3)C2N=C(N1)N)O